5-((1S,4S,SR)-5-((4-cyclopropyl-1-(2,6-dichlorophenyl)-1H-pyrazol-5-yl)methoxy)-2-azabicyclo[2.2.1]heptan-2-yl)-N-((tetrahydro-2H-pyran-4-yl)sulfonyl)picolinamide C1(CC1)C=1C=NN(C1CO[C@@H]1[C@@H]2CN([C@H](C1)C2)C=2C=CC(=NC2)C(=O)NS(=O)(=O)C2CCOCC2)C2=C(C=CC=C2Cl)Cl |&1:10|